O1[C@@H](COCC1)COC1=NN=C(S1)NC(=O)C=1C=NC(=CC1C1=CC(=NC=C1OC)Cl)C (S)-N-(5-((1,4-dioxan-2-yl)methoxy)-1,3,4-thiadiazol-2-yl)-2'-chloro-5'-methoxy-6-methyl-(4,4'-bipyridine)-3-carboxamide